FC1C(N(C(C2=CC=CC=C12)=O)CCOCCOCC(=O)N(C1=CC=C(C2=NON=C21)[N+](=O)[O-])CC2=CC=C(C=C2)F)=O 2-(2-(2-(4-fluoro-1,3-dioxoisoquinolin-2-yl)ethoxy)ethoxy)-N-(4-fluorobenzyl)-N-(7-Nitrobenzo[c][1,2,5]oxadiazol-4-yl)acetamide